L-2-amino-4-chlorobutyric acid methyl ester COC([C@H](CCCl)N)=O